NCC[C@]1(CC\C=C/CCC1)O |r| rac-(S,Z)-1-(2-aminoethyl)cyclooct-4-en-1-ol